FC1=C(CN2C(C=3C=CC=NC3C(=C2)C(=O)N[C@@H]2[C@H](COCC2)O)=O)C(=CC(=C1)C=1C=NC=C(C1)C)F 6-(2,6-difluoro-4-(5-methylpyridin-3-yl)benzyl)-N-((3R,4S)-3-hydroxytetrahydro-2H-pyran-4-yl)-5-oxo-5,6-dihydro-1,6-naphthyridine-8-carboxamide